C1(CCCCC1)CCN1CC(CCC1)C=1NC(N(N1)C1=CC=CC2=CC=CC=C12)=O 5-(1-(2-cyclohexylethyl)piperidin-3-yl)-2-(naphthalen-1-yl)-2,4-dihydro-3H-1,2,4-triazol-3-one